3-methoxy-5-(1-methyl-6-(4-methylpiperazin-1-yl)-1H-benzo[d]imidazol-2-yl)benzene-1,2-diol COC1=C(C(=CC(=C1)C1=NC2=C(N1C)C=C(C=C2)N2CCN(CC2)C)O)O